CC1=NC(=CC(=N1)C1=CC=2C=NC(=CC2N1COCC[Si](C)(C)C)NC1CCOCC1)C 2-(2,6-dimethylpyrimidin-4-yl)-N-tetrahydropyran-4-yl-1-(2-trimethylsilylethoxymethyl)pyrrolo[3,2-c]pyridin-6-amine